C(C)C=1C(NC=2C=C(C=NC2C1)C(=O)OCC)=C=O ethyl 7-ethyl-6-carbonyl-5,6-dihydro-1,5-naphthyridine-3-carboxylate